C(=O)C1=C(OCC2=NC=CC(=C2)C(=O)O)C=CC=C1OCC1=CC=C(C=C1)OC 2-{2-formyl-3-[(4-methoxyphenyl)methoxy]phenoxymethyl}pyridine-4-carboxylic acid